3-(1-methyl-1H-pyrazol-4-yl)imidazo[1,2-b]pyridazin-6-amine CN1N=CC(=C1)C1=CN=C2N1N=C(C=C2)N